C([2H])([2H])([2H])C=1C(=NC=CC1)C(=O)N (methyl-d3)pyridine-2-carboxamide